N-(2,2-difluoroethyl)-5-(6-methyl-1H-pyrrolo[2,3-b]pyridin-3-yl)pyrazolo[1,5-a]pyridine-3-carboxamide FC(CNC(=O)C=1C=NN2C1C=C(C=C2)C2=CNC1=NC(=CC=C12)C)F